BrC=1C=C(C(=O)NCC(F)(F)F)C=CN1 2-Bromo-N-(2,2,2-trifluoroethyl)isonicotinamide